C(CCC)C1C(=NN(C1(C(=O)NCC(CN(C)C)C)C)C1=CC=CC=C1)C1=CC=C(C=C1)F 4-butyl-N-(3-(dimethylamino)-2-methylpropyl)-3-(4-fluorophenyl)-5-methyl-1-phenyl-4,5-dihydro-1H-pyrazole-5-carboxamide